CNCC=1C=C(N)C=CC1 3-((methylamino)methyl)aniline